ethyl 2-(decyl (ethoxycarbonyl) amino)-3-methylpentanoate C(CCCCCCCCC)N(C(C(=O)OCC)C(CC)C)C(=O)OCC